(E)-3-(3-fluoro-4-methylphenyl)but-2-enal FC=1C=C(C=CC1C)/C(=C/C=O)/C